2-[2-(2-ethoxy)ethoxy]ethanol CCOCCOCCO